C(C)(C)(C)OC(=O)N1C2CC([C@@H]([C@@H]1CC1=C(C(=CC=C1)Br)F)NS(=O)(=O)C)(C2)F.FC2=CC=C(C=C2)S(=O)(=O)C2=CC=C(C=C2)C2=CC=C(C=C2)S(=O)(=O)C2=CC=C(C=C2)F |o1:11,12| 4,4'-di(4-fluorobenzenesulfonyl)biphenyl tert-Butyl-(3S*,4R*)-3-(3-bromo-2-fluorobenzyl)-5-fluoro-4-[(methylsulfonyl)amino]-2-azabicyclo[3.1.1]heptane-2-carboxylate